2-(hydroxyphenyl)-benzotriazole OC1=C(C=CC=C1)N1N=C2C(=N1)C=CC=C2